FC=1C(=CC2=C(C(NC=3CN(CC(C23)N(C(=O)C=2NC3=CC=CC=C3C2)C)CCO)=O)C1)F N-(8,9-Difluoro-3-(2-hydroxyethyl)-6-oxo-1,2,3,4,5,6-hexahydrobenzo[c][1,7]naphthyridin-1-yl)-N-methyl-1H-indole-2-carboxamide